bis[2-hydroxyethyl]octadecyl-amine OCCN(CCCCCCCCCCCCCCCCCC)CCO